(5S)-1'-[6-methyl-7-(6-methylpyridazin-4-yl)pyrazolo[1,5-a]pyrazin-4-yl]spiro[5,7-dihydrocyclopenta[b]pyridine-6,4'-piperidine]-5-amine hydrochloride Cl.CC=1N=C(C=2N(C1C1=CN=NC(=C1)C)N=CC2)N2CCC1(CC2)[C@@H](C=2C(=NC=CC2)C1)N